2-[(4-fluorophenyl) methyl]-2-azaspiro[3.3]heptan-6-yl (2R,5S)-4-(5-methanesulfonylpyrimidin-2-yl)-2,5-dimethylpiperazine-1-carboxylate CS(=O)(=O)C=1C=NC(=NC1)N1C[C@H](N(C[C@@H]1C)C(=O)OC1CC2(CN(C2)CC2=CC=C(C=C2)F)C1)C